Cl.FC(OC1=NC=C(C=N1)CN)F (2-(difluoromethoxy)pyrimidin-5-yl)methylamine hydrochloride